2-(1H-imidazol-1-yl)-N-((1s,4s)-4-methylcyclohexyl)pyrimidine-4-carboxamide N1(C=NC=C1)C1=NC=CC(=N1)C(=O)NC1CCC(CC1)C